C(C=1C(C(=O)O)=CC=CC1)(=O)O.C(C=C)(=O)O.C(C=C)(=O)O.C(COCCO)O diethylene glycol diacrylate Phthalate